ClC1=CC(=C(C=C1)B(O)O)OCC1OCCCC1 4-CHLORO-2-((TETRAHYDRO-2H-PYRAN-2-YL)METHOXY)PHENYLBORONIC ACID